4-(2-(4,7-difluoro-3,3-dimethyl-2-oxo-5-(trifluoromethyl)indol-1-yl)acetamido)-3-methylpentanoic acid FC1=C2C(C(N(C2=C(C=C1C(F)(F)F)F)CC(=O)NC(C(CC(=O)O)C)C)=O)(C)C